butyl 3,3-difluoro-4-(4-(methoxycarbonyl)phenyl)piperidine-1-carboxylate FC1(CN(CCC1C1=CC=C(C=C1)C(=O)OC)C(=O)OCCCC)F